BrC1=C2C(=C3C(NC(=NC3=C1)Cl)=O)OCCC2 5-bromo-8-chloro-2,3,4,9-tetrahydro-10H-pyrano[2,3-f]quinazolin-10-one